6-(1-cyclobutyl-1H-pyrazol-4-yl)-N-(5-(3-methoxyazetidin-1-yl)-2-(trifluoromethyl)pyridin-3-yl)picolinamide C1(CCC1)N1N=CC(=C1)C1=CC=CC(=N1)C(=O)NC=1C(=NC=C(C1)N1CC(C1)OC)C(F)(F)F